BrC=1C=C(C=2C(=CNC2C1)SC1=CC=C(C=C1)C(F)(F)F)C(=O)NC1CC2(CC(C2)C(=O)O)C1 (±)-6-(6-bromo-3-((4-(trifluoromethyl)phenyl)thio)-1H-indole-4-carboxamido)spiro[3.3]heptane-2-carboxylic acid